Natrium thiosulfit S(=S)([O-])[O-].[Na+].[Na+]